ClC1=C(C(=C(C=C1OC)OC)Cl)C1=CC2=C(N=C(N=C2)N[C@H]2[C@H](COC2)NC(C=C)=O)C(=N1)NCC1CCOCC1 N-((3R,4S)-4-((6-(2,6-dichloro-3,5-dimethoxyphenyl)-8-(((tetrahydro-2H-pyran-4-yl)methyl)amino)pyrido[3,4-d]pyrimidin-2-yl)amino)tetrahydrofuran-3-yl)acrylamide